C1=CC=CC=2C3=CC=CC=C3C(C12)COC(=O)N[C@H](C(=O)O)CC1=CC=C(C=C1)C1CCCC1 (S)-2-((((9H-fluoren-9-yl)methoxy)carbonyl)amino)-3-(4-cyclopentylphenyl)propanoic acid